ClC=1N=CC(=NC1)N[C@@H]1C[C@H](CC1)NC1=CC=C(C=N1)N1C(C=CC=C1)=O 6'-(((1S,3S)-3-((5-Chloropyrazin-2-yl)amino)cyclopentyl)amino)-2H-[1,3'-bipyridin]-2-one